C(CC)OC1C(NC(N1CCCC)=O)=O 5-propoxy-1-butylhydantoin